ClC1=CC=C(C=C1)C=1C=C(C(N(N1)C=1C=NN(C1)C)=O)C(=O)N[C@H](C(F)(F)F)CO (-)-6-(4-Chlorophenyl)-2-(1-methyl-1H-pyrazol-4-yl)-3-oxo-N-[(2S)-1,1,1-trifluoro-3-hydroxypropan-2-yl]-2,3-dihydropyridazine-4-carboxamide